(2-fluoro-pyridin-4-yl)-N'-isopropyl-6-(4-trifluoromethyl-pyrimidin-2-yl)-[1,3,5]triazine-2,4-diamine FC1=NC=CC(=C1)NC1=NC(=NC(=N1)NC(C)C)C1=NC=CC(=N1)C(F)(F)F